3-bromo-2-methoxy-9,9-dimethyl-9H-fluorene BrC=1C(=CC=2C(C3=CC=CC=C3C2C1)(C)C)OC